C(CCC)NC1=C(C=C(C=C1)[N+](=O)[O-])S(=O)(=O)N(C)C (butylamino)-N,N-dimethyl-5-nitro-benzenesulfonamide